(S)-(6,7-dichloro-1,3,4,5-tetrahydro-2H-pyrido[4,3-b]indol-2-yl)(5-(3-hydroxypyrrolidin-1-yl)pyrimidin-2-yl)methanone ClC1=C(C=CC=2C3=C(NC12)CCN(C3)C(=O)C3=NC=C(C=N3)N3C[C@H](CC3)O)Cl